2,6-dibenzoyl-3,5-difluorenyl-1,4-dithiine C(C1=CC=CC=C1)(=O)C=1SC(=C(SC1C1=CC=CC=2C3=CC=CC=C3CC12)C1=CC=CC=2C3=CC=CC=C3CC12)C(C1=CC=CC=C1)=O